COC1=C(C2=CC=CC=C2C=C1)C=O 2-Methoxy-1-naphthaldehyd